CC1=CC(=NC(N1[C@H]1[C@H](O)[C@H](O)[C@@H](CO)O1)=O)N 6-methylcytidine